2-chloro-N1-(4-fluoro-3-methoxyphenyl)-5-methylbenzene-1,3-diamine ClC1=C(C=C(C=C1N)C)NC1=CC(=C(C=C1)F)OC